NC1CCC(CC1)NC1=NC2=CC=C(C=C2C=N1)C1=C(C=C(C=N1)NS(=O)(=O)C1=C(C=CC=C1)Cl)F N-(6-(2-(((1r,4r)-4-aminocyclohexyl)amino)quinazolin-6-yl)-5-fluoropyridin-3-yl)-2-chloro-benzenesulfonamide